C(C)OC(CC1CC(C1)NC(NC=1SC=C(C1C(=O)[O-])C)=O)=O 2-(3-(3-(2-ethoxy-2-oxoethyl) cyclobutyl) ureido)-4-methylthiophene-3-carboxylate